cis-1-(3,3-dimethyl-2-oxobutyl) 3-methyl cyclopentane-1,3-dicarboxylate [C@H]1(C[C@@H](CC1)C(=O)OC)C(=O)OCC(C(C)(C)C)=O